4-[4-(2,2-dimethyl-benzo[1,3]dioxol-4-yl)-2,6-difluoro-phenoxy]-butyric acid CC1(OC2=C(O1)C=CC=C2C2=CC(=C(OCCCC(=O)O)C(=C2)F)F)C